[Na].[Na].C(C)(=O)ON(CCN(OC(C)=O)OC(C)=O)OC(C)=O ethylenediamine tetraacetate disodium salt